OC1(CC(C1)C(=O)N1CC2(C1)CCC(CC2)CC2=CC=C(C=C2)C)C ((1s,3s)-3-Hydroxy-3-methylcyclobutyl)(7-(4-methylbenzyl)-2-azaspiro[3.5]nonan-2-yl)methanone